ethyl (R)-4-cyano-3-methoxybutyrate C(#N)C[C@H](CC(=O)OCC)OC